FC=1C(=C(N)C=CC1OC1=CC2=C(N(N=N2)C)C=C1)C 3-fluoro-2-methyl-4-((1-methyl-1H-benzo[d][1,2,3]triazol-5-yl)oxy)aniline